N-(tert-butyl)-1-((1r,3r,5s)-8-(3-(trifluoromethyl)-1,2,4-oxadiazol-5-yl)-8-azabicyclo[3.2.1]octane-3-yl)piperidine-4-carboxamide hydrochloride Cl.C(C)(C)(C)NC(=O)C1CCN(CC1)C1C[C@H]2CC[C@@H](C1)N2C2=NC(=NO2)C(F)(F)F